3-(6-phenylpyridin-3-yl)-2-azabicyclo[2.2.2]Oct-5-ene C1(=CC=CC=C1)C1=CC=C(C=N1)C1NC2C=CC1CC2